CC1(N(C(=C(C(=C1C(=O)O)C(=O)O)O)CC)C)CCC1=CC=C(C=C1)OC.BrC=1C=C(C=C(C1)N1CCOCC1)SC(CO)C1=C(C=CC=C1)OCOC 2-(3-bromo-5-morpholinophenylthio)-2-(2-(methoxymethoxy)phenyl)ethanol Dimethyl-6-ethyl-5-hydroxy-2-(4-methoxyphenethyl)pyridine-3,4-dicarboxylate